N-(4-cyanobenzyl)-6-((1-((3,4-dihydroxy-2-methylbutan-2-yl)sulfonyl)cyclopropyl)methyl)-1-methyl-7-oxo-4,5,6,7-tetrahydro-1H-pyrazolo[3,4-c]pyridine-3-carboxamide C(#N)C1=CC=C(CNC(=O)C2=NN(C=3C(N(CCC32)CC3(CC3)S(=O)(=O)C(C)(C(CO)O)C)=O)C)C=C1